2-PYRAZINEACETIC ACID tert-Butyl-7-((3,5-dimethylpyridin-2-yl)oxy)-2-azaspiro[3.5]nonane-2-carboxylate C(C)(C)(C)OC(=O)N1CC2(C1)CCC(CC2)OC2=NC=C(C=C2C)C.N2=C(C=NC=C2)CC(=O)O